C(C)OC1=NC=CC=C1C1=CC(=C2C(=N1)C=NN2C(C)C)N[C@@H]2COCC2 (S)-5-(2-ethoxy-3-pyridinyl)-1-isopropyl-N-[tetrahydrofuran-3-yl]pyrazolo[4,3-b]pyridin-7-amine